Methyl-Trioctylammonium bis(trifluoromethylsulfonyl)imid [N-](S(=O)(=O)C(F)(F)F)S(=O)(=O)C(F)(F)F.C[N+](CCCCCCCC)(CCCCCCCC)CCCCCCCC